monobutene maleate C(\C=C/C(=O)O)(=O)O.C=CCC